C(C=C)(=O)N1C[C@@H](CCC1)N1N=C(C=2C1=NC=NC2N)C(=O)NC2=C(C=C(C(=C2)Cl)CC(=O)N(C)C)Cl (R)-1-(1-acryloylpiperidine-3-yl)-4-amino-N-(2,5-dichloro-4-(2-(dimethylamino)-2-oxoethyl)phenyl)-1H-pyrazolo[3,4-d]pyrimidine-3-carboxamide